C(C)(C)(C)OC(NCCOCCOCCOCCNC(=O)C=1SC(=CC1)CN1C=CC2=CC=C(C=C12)CN)=O (1-(5-((6-(aminomethyl)-1H-indol-1-yl)methyl)thiophen-2-yl)-1-oxo-5,8,11-trioxa-2-azatridecan-13-yl)carbamic acid tert-butyl ester